N-[(1S)-1-(dicyclopropylmethyl)-2-[[5-(2,5-dimethyl-1-oxido-pyridin-1-ium-3-yl)-6-fluoro-2-pyridyl]amino]-2-oxo-ethyl]-2-[(1S*)-2,2-difluoro-1-methyl-ethyl]pyrazole-3-carboxamide C1(CC1)C([C@@H](C(=O)NC1=NC(=C(C=C1)C=1C(=[N+](C=C(C1)C)[O-])C)F)NC(=O)C=1N(N=CC1)[C@H](C(F)F)C)C1CC1 |o1:32|